4-(4-nitrophenyl)-9-methyl-3-trifluoromethyl-indolopyranone ethyl-3-(2,2-difluoroethyl)-5-methyl-imidazole-4-carboxylate C(C)OC(=O)C=1N(C=NC1C)CC(F)F.[N+](=O)([O-])C1=CC=C(C=C1)C=1C(C(OC=2C1N=C1C=CC=C(C12)C)=O)C(F)(F)F